3-(4-(2-(4-((2-(1H-1,2,3-triazol-1-yl)pyrimidin-4-yl)methoxy)phenyl)propan-2-yl)phenoxy)propan-1-amine N1(N=NC=C1)C1=NC=CC(=N1)COC1=CC=C(C=C1)C(C)(C)C1=CC=C(OCCCN)C=C1